N1(CCCCC1)C(=O)OC1=CC(=CC=C1)C=1C=NC=C(C1)C=1OC=NN1 3-(5-(1,3,4-oxadiazol-2-yl)pyridin-3-yl)phenyl piperidine-1-carboxylate